N-methyl-N-isopropyl-acrylamide CN(C(C=C)=O)C(C)C